3,4-dipropoxythiophen C(CC)OC1=CSC=C1OCCC